sulfur copper sulfide lead-zinc [Zn].[Pb].[Cu]=S.[S]